N=1C=CN2C1C=C(C=C2)OC2=C(C=C(C=C2)C2=NC1=CC=CC(=C1C(=N2)N)OC21CCN(CC2)CC1)C (4-(imidazo[1,2-a]pyridin-7-yloxy)-3-methylphenyl)-5-(quinuclidin-4-yloxy)quinazolin-4-amine